C(C)(C)(C)OC(=O)NC1=C(C=C(C=C1)C1=CC(=CC(=C1)C(F)(F)F)C)C(=O)N1[C@@H](CN(CC1)C(=O)OC(C)(C)C)C(=O)OC 1-(tert-butyl) 3-methyl (S)-4-(4-((tert-butoxycarbonyl)amino)-3'-methyl-5'-(trifluoromethyl)-[1,1'-biphenyl]-3-carbonyl)piperazine-1,3-dicarboxylate